C(C)(C)(C)OC(=O)NC1CNCCC2N(C1=O)C(CC2)C(=O)O 5-[(tert-butoxycarbonyl)amino]-6-oxo-octahydropyrrolo[1,2-a][1,5]diazocine-8-carboxylic acid